C(C)(C)(C)OC(=O)N(C(OC(C)(C)C)=O)C1=C(C=NC=2N1N=CC2C#N)C2=C(C=CC1=CC=CC=C21)C tert-butyl (tert-butoxycarbonyl)(3-cyano-6-(2-methylnaphthalen-1-yl)pyrazolo[1,5-a]pyrimidin-7-yl)carbamate